C(C=C)NC1=C(C#N)C=C(C=C1)C1=NC(=NO1)C1=CC2=C(NC(O2)=O)C=C1 2-(allylamino)-5-(3-(2-oxo-2,3-dihydro-benzo[d]oxazol-6-yl)-1,2,4-oxadiazol-5-yl)benzonitrile